CC1=C(C=C(S1)C(=O)O)C=1C=NN(C1)C 5-methyl-4-(1-methyl-1H-pyrazol-4-yl)-2-thiophenecarboxylic acid